FC1=CC=2NC(=CC2S1)C(=O)N(C)C1COCC=2NC(C=3C=C(C=CC3C21)F)=O 2-Fluoro-N-(8-fluoro-6-oxo-1,4,5,6-tetrahydro-2H-pyrano[3,4-c]isoquinolin-1-yl)-N-methyl-4H-thieno[3,2-b]pyrrole-5-carboxamide